3-(3-(4-(3-(pyridin-3-yl)ureido)phenoxy)azetidin-1-yl)benzoic acid N1=CC(=CC=C1)NC(NC1=CC=C(OC2CN(C2)C=2C=C(C(=O)O)C=CC2)C=C1)=O